[Mn].[Cu].[Fe].[Na] sodium-iron-copper-manganese